N-(5-((3R,5S)-5-acrylamido-1-(2,2,2-trifluoroethyl)piperidine-3-carboxamido)pyridin-2-yl)-6-(1H-pyrazol-5-yl)picolinamide C(C=C)(=O)N[C@H]1C[C@H](CN(C1)CC(F)(F)F)C(=O)NC=1C=CC(=NC1)NC(C1=NC(=CC=C1)C1=CC=NN1)=O